1-deuterio-2,3,6-tri-O-methyl-glucitol [2H]C([C@H](OC)[C@@H](OC)[C@H](O)[C@H](O)COC)O